FC=1C=NN(C1)C1=CC=C(C=N1)CN (6-(4-Fluoro-1H-pyrazol-1-yl)pyridin-3-yl)methanamine